8-(2-(3,3,3-trifluoropropyl)-7H-pyrrolo[2,3-d]pyrimidin-5-yl)-3,4-dihydrobenzo[1,4]oxazepin-5(2H)-one FC(CCC=1N=CC2=C(N1)NC=C2C2=CC1=C(C(NCCO1)=O)C=C2)(F)F